C(=O)O.CNC1CC(C1)NC(=O)C1=CC2=C(N3C(S2)=NC(=C3)C=3C=C(C=CC3)C)C=C1 N-((1r,3r)-3-(methylamino)cyclobutyl)-2-(m-tolyl)benzo[d]imidazo[2,1-b]thiazole-7-carboxamide formate